O1NC=CC1 3-isoxazoline